(R)-N-(2-Fluoro-3-hydroxy-3-methylbutyl)-7-(isopropylamino)-2-(pyridin-3-yl)thiazolo[5,4-b]pyridin-6-carboxamid F[C@H](CNC(=O)C=1C(=C2C(=NC1)SC(=N2)C=2C=NC=CC2)NC(C)C)C(C)(C)O